NCC(=O)N1CCN(CC1)CC#CC=1C=CC(=NC1)[C@H](C)OC 5-(3-(4-glycylpiperazin-1-yl)prop-1-yn-1-yl)-2-((S)-1-methoxyethyl)pyridine